N-(2-cyanopropan-2-yl)acetamide CC(=O)NC(C)(C)C#N